C(C1=CC=CC=C1)N1CCC(CC1)OC(C(=O)N1[C@H](C2=CC=CC=C2CC1)C1=CC=C(C=C1)F)(C)C (S)-2-(1-benzylpiperidin-4-yloxy)-1-(1-(4-fluorophenyl)-3,4-dihydroisoquinolin-2(1H)-yl)-2-methylpropan-1-one